OCC1CCN(CC1)C1=NC=CC(=C1)[C@@H]1C(NC(CC1)=O)=O |r| rac-(3R)-3-{2-[4-(hydroxymethyl)piperidin-1-yl]pyridin-4-yl}piperidine-2,6-dione